C(C)(=O)N(N(C(=O)C1=CC=2C3=C(C(=NC2C=C1)N)C=NN3C)CC3=C(C1=C(S3)C=CC=C1)Cl)C N'-acetyl-4-amino-N-((3-chlorobenzo[b]thiophen-2-yl)methyl)-N',1-dimethyl-1H-pyrazolo[4,3-c]quinoline-8-carbohydrazide